CC1(NC2=CC=C(C=C2C(C1)C)CC=1C=C2C(CC(NC2=CC1)(C)C)C)C bis(2,2,4-trimethyl-1,2,3,4-tetrahydroquinolin-6-yl)methane